OCCN1CCN(CC1)CCS(=O)(=O)O 4-(2-hydroxyethyl)piperazineethanesulfonic acid